(R)-3-(cyclopropenylmethyl)-4-((S)-6-(4-fluorobenzoyl)-5-azaspiro[2.4]heptan-5-yl)-N-hydroxy-4-oxobutanamide C1(=CC1)C[C@H](CC(=O)NO)C(=O)N1CC2(CC2)C[C@H]1C(C1=CC=C(C=C1)F)=O